phosphorus iminothiolane N=C1SCCC1.[P]